C(=O)(O)NCCCCCCNC(=O)O dicarboxyl-hexamethylenediamine